[2-(diphenyl-phosphinyloxy)ethyl]trimethyl-ammonium iodide [I-].C1(=CC=CC=C1)P(=O)(OCC[N+](C)(C)C)C1=CC=CC=C1